NC=1N=CC(=NC1OC=1C=NN(C1)C1CCN(CC1)C)C=1C=C(C=C(C1)C)S(=O)(=O)NCCC#N 3-(5-amino-6-((1-(1-methylpiperidin-4-yl)-1H-pyrazol-4-yl)oxy)pyrazin-2-yl)-N-(2-cyanoethyl)-5-methylbenzenesulfonamide